C1=C(C=CC=2C3=CC=CC=C3NC12)OB(O)O carbazole-2-yl-boric acid